3-methoxy-5-((4-methoxybenzyl)thio)-7-methyl-1,6-naphthyridine COC=1C=NC2=CC(=NC(=C2C1)SCC1=CC=C(C=C1)OC)C